BrC=1C=C2C(=CN(C2=CC1)C\C=C\[C@H]1NCCC[C@@H]1O)C(=O)O 5-bromo-1-((E)-3-((2R,3S)-3-hydroxypiperidin-2-yl)allyl)-1H-indole-3-carboxylic acid